N-[4-[2-[[4-(dimethyl-amino)cyclohexyl]-amino]-8-isopropyl-7-oxo-pteridin-6-yl]-2-fluoro-phenyl]-1-[1-(trifluoromethyl)cyclobutyl]methanesulfonamide CN(C1CCC(CC1)NC1=NC=2N(C(C(=NC2C=N1)C1=CC(=C(C=C1)NS(=O)(=O)CC1(CCC1)C(F)(F)F)F)=O)C(C)C)C